ClC1=C(C=CC=C1)[C@H](C(=O)N1CC2=C(N=C(NC2=O)C2(CC2)C2=CC=C(C=C2)Cl)CC1)O (R)-6-(2-(2-chlorophenyl)-2-hydroxyacetyl)-2-(1-(4-chlorophenyl)cyclopropyl)-5,6,7,8-tetrahydropyrido[4,3-d]pyrimidin-4(3H)-one